3-(3,5-dimethoxyphenethyl)cyclohex-2-en-1-one COC=1C=C(CCC2=CC(CCC2)=O)C=C(C1)OC